4-bromo-N,2-dimethyl-6-nitroaniline BrC1=CC(=C(NC)C(=C1)[N+](=O)[O-])C